((2S,4R,5R)-4-acetoxy-5-(4-(bis(tert-butoxycarbonyl)amino)-6-chloro-1H-pyrazolo[3,4-d]pyrimidin-1-yl)-3-methylenetetrahydrofuran-2-yl)methyl benzoate C(C1=CC=CC=C1)(=O)OC[C@H]1O[C@H]([C@@H](C1=C)OC(C)=O)N1N=CC=2C1=NC(=NC2N(C(=O)OC(C)(C)C)C(=O)OC(C)(C)C)Cl